C(C)(C)(C)OC(=O)N1CCN(CC1)C=1C=C2CNCC2=CC1 4-(isoindolin-5-yl)piperazine-1-carboxylic acid tert-butyl ester